O=C1OC2=C(N1C1C(NC(CC1)=O)=O)C=CC(=C2)C2CCN(CC2)CCC2CCNCC2 3-(2-oxo-6-(1-(2-(piperidin-4-yl)ethyl)piperidin-4-yl)benzo[d]oxazol-3(2H)-yl)piperidine-2,6-dione